1,4-bis(4-aminophenyl)butane NC1=CC=C(C=C1)CCCCC1=CC=C(C=C1)N